COC1=C(C=CC=C1)C(CC(O)(C)C)(CC)CCNCC1=CC=C(N(C)C)C=C1 4-[({2-[4-(2-methoxyphenyl)-2,2-dimethyloxahex-4-yl]ethyl}amino)methyl]-N,N-dimethylaniline